COC1=C(C=C2C(=N1)SCC=C2)C2CCN(CC2)C(=O)OC(C)(C)C tert-butyl 4-(7-methoxy-2H-thiopyrano[2,3-b]pyridin-6-yl)piperidine-1-carboxylate